tert-Butyl N-[endo-8-[7-(8-chloro-2-oxo-1,2-dihydroquinolin-7-yl)-5-{[2-(trimethylsilyl) ethoxy]methyl}-5H-pyrrolo[2,3-b]pyrazin-3-yl]-8-azabicyclo[3.2.1]octan-3-yl]carbamate ClC=1C(=CC=C2C=CC(NC12)=O)C1=CN(C2=NC(=CN=C21)N2C1CC(CC2CC1)NC(OC(C)(C)C)=O)COCC[Si](C)(C)C